NC=1C=2N(C3=CC(=C(C=C3N1)F)C(=O)N(CC1=NC=C(C=C1)C(F)(F)F)C=1C=NN(C1)C)C=NC2 4-amino-7-fluoro-N-(1-methyl-1H-pyrazol-4-yl)-N-((5-(trifluoromethyl)pyridin-2-yl)methyl)imidazo[1,5-a]quinoxaline-8-carboxamide